ClC1=C(C(=NC(=N1)SC)NCC1=C(C(=CC=C1F)C)F)N 6-chloro-N4-(2,6-difluoro-3-methylbenzyl)-2-(methylthio)pyrimidine-4,5-diamine